NC1=NC2=CC(=CC=C2C=C1Cl)CN(C(=O)C1=CN=C(S1)C=1C=NC=CC1)C=1C(=NC=CC1)S(=O)(=O)C N-[(2-amino-3-chloroquinolin-7-yl)methyl]-N-(2-methanesulfonylpyridin-3-yl)-2-(pyridin-3-yl)-1,3-thiazole-5-carboxamide